S1C=CC2=C1C1=NC=3C=CC=CC3N=C1C1=C2SC=C1 dithienophenazine